C(C)(C)(C)NC(NC1=CC2=C(N(C(CO2)=O)C(C(F)(F)F)C2=CC=CC=C2)C=C1)=O 3-tert-butyl-1-[3-oxo-4-(2,2,2-trifluoro-1-phenylethyl)-2H-1,4-benzoxazin-7-yl]urea